N-(3-chloro-4-methylbenzyl)-2-(2,5-dimethoxyphenyl)ethan-1-amine ClC=1C=C(CNCCC2=C(C=CC(=C2)OC)OC)C=CC1C